C(C)(C)(C)OC(N[C@@](CN)(CCCC)C)=O (R)-(1-amino-2-methylhex-2-yl)carbamic acid tert-butyl ester